CC1CC2(CCN(C2)C(=O)OC(C)(C)C)CCC1=O tert-butyl 7-methyl-8-oxo-2-azaspiro[4.5]decane-2-carboxylate